(1R,3S)-3-(3-(2-(2-formyl-3-hydroxyphenoxy) acetamido)-1H-pyrazol-5-yl)cyclopentyl cyclopentylcarbamate C1(CCCC1)NC(O[C@H]1C[C@H](CC1)C1=CC(=NN1)NC(COC1=C(C(=CC=C1)O)C=O)=O)=O